N-(2-(1-ethyl-7-oxa-1-azaspiro[4.4]nonan-4-yl)thieno[2,3-b]pyridin-4-yl)-6-fluorobenzo[d]thiazol-5-amine C(C)N1CCC(C12COCC2)C2=CC=1C(=NC=CC1NC=1C(=CC3=C(N=CS3)C1)F)S2